4-((4-(5-chloro-2-(2-ethyl-4-fluorophenoxy)-4-(trifluoromethyl)benzoylamino)-6-oxopyridazin-1(6H)-yl)methoxy)-4-oxobutanoic acid ClC=1C(=CC(=C(C(=O)NC=2C=NN(C(C2)=O)COC(CCC(=O)O)=O)C1)OC1=C(C=C(C=C1)F)CC)C(F)(F)F